FC=1C=C2C=C(COC2=CC1F)C(=O)O 6,7-difluoro-2H-chromene-3-carboxylic acid